[Se-2].[Zn+2].[Cr+3] chromium-zinc selenide